BrC=1C(N(C(=CC1OCC1=C(C=C(C=C1)F)F)C)C1=C(C=C(CNC([O-])=O)C=C1F)F)=O 4-[3-bromo-4-[(2,4-difluorobenzyl) oxy]-6-methyl-2-oxopyridin-1(2H)-yl]-3,5-difluorobenzylcarbamate